N-(2-(4-(4-cyclopropylpiperazin-1-yl)piperidin-1-yl)-5-((6-(3-(3-(furan-3-yl)phenyl)isoxazolidin-2-yl)pyrimidin-4-yl)amino)-4-methoxyphenyl)acrylamide C1(CC1)N1CCN(CC1)C1CCN(CC1)C1=C(C=C(C(=C1)OC)NC1=NC=NC(=C1)N1OCCC1C1=CC(=CC=C1)C1=COC=C1)NC(C=C)=O